C(C1=CC=CC=C1)OC=1C=C(C(N)=NOC(C2=C(N=CC=C2)C(F)(F)F)=O)C=C(C1OCC1=CC=CC=C1)[N+](=O)[O-] 3,4-bis(benzyloxy)-5-nitro-N'-(2-(trifluoromethyl)nicotinoyloxy)benzimidamide